C(C=C)C1(CCCC1)CO (1-allyl-cyclopentyl)methanol